O[C@@H]1C[C@H]2[C@@H]3CCC([C@@]3(C)CC[C@@H]2[C@]2(CC/C(/CC12)=C\CCC(=O)O)C)=O (E)-4-(6beta-hydroxy-17-oxoandrostane-3-yliden)butyric acid